C(C1=CC=CC=C1)OC(=O)N[C@H]1CSC2=C(NC1=O)C=C(C=C2)C(=O)O (3R)-3-(benzyloxycarbonylamino)-4-oxo-3,5-dihydro-2H-1,5-benzothiazepine-7-carboxylic acid